C1(CC1)NC(C1=C(C=C(C=C1OC)C1=CN=C2N1C=CC(=C2)OCCN2CC(OCC2)(C)C)OC(F)F)=O N-cyclopropyl-2-(difluoromethoxy)-4-[7-[2-(2,2-dimethylmorpholin-4-yl)ethoxy]imidazo[1,2-a]pyridin-3-yl]-6-methoxy-benzamide